methyl 6-(4-(3-((tert-butoxycarbonyl)(2-(4-(4-(methoxycarbonyl) quinolin-6-yl)phenoxy)ethyl)amino)propoxy)phenyl)quinoline-4-carboxylate C(C)(C)(C)OC(=O)N(CCCOC1=CC=C(C=C1)C=1C=C2C(=CC=NC2=CC1)C(=O)OC)CCOC1=CC=C(C=C1)C=1C=C2C(=CC=NC2=CC1)C(=O)OC